4-((S)-4,4-difluoro-1-((S)-1-oxo-1-((1-(2,3,5-trifluorobenzyl)-1H-imidazol-4-yl)amino)propan-2-yl)piperidin-3-yl)pyridine 1-oxide FC1([C@H](CN(CC1)[C@H](C(NC=1N=CN(C1)CC1=C(C(=CC(=C1)F)F)F)=O)C)C1=CC=[N+](C=C1)[O-])F